N-(2-(3,4-dichlorophenyl)-7-(1-methyl-1H-pyrazol-3-yl)-1H-indol-5-yl)acrylamide ClC=1C=C(C=CC1Cl)C=1NC2=C(C=C(C=C2C1)NC(C=C)=O)C1=NN(C=C1)C